Cl.N1N=NN=C1CCCN 3-(1H-tetrazol-5-yl)propan-1-amine hydrochloride